5-(2-(benzo[d][1,3]dioxol-5-yl)-1H-pyrrolo[2,3-b]pyridin-4-yl)-1H-indazol-3-amine O1COC2=C1C=CC(=C2)C2=CC=1C(=NC=CC1C=1C=C3C(=NNC3=CC1)N)N2